ClC1=C2C=CN=CC2=C(C=C1)CCl 5-chloro-8-(chloromethyl)isoquinoline